BrC1=C2C[C@H]3N(C[C@H](C(O)=O)C=C3C=3C(=C(C=C(N1)C32)Br)Br)C 2,12,13-tribromo-lysergic acid